C(CCC)(=O)OO peroxybutyric acid